1,4-bis(prop-2-yn-1-yloxy)butane C(C#C)OCCCCOCC#C